N1(CCC1)C1=CC2=C(C=C(O2)C(=O)NS(=O)(=O)C2=CC(=CC=C2)CCC)C(=C1)F 6-(Azetidin-1-yl)-4-fluoro-N-(3-propylbenzene-1-sulfonyl)-1-benzofuran-2-carboxamide